C(=O)[O-].C(=O)[O-].[Fe+2] iron diformate